9-O-acetyl-5-hydroxymethyl-glycolyl-neuraminic acid C(C)(=O)OC[C@H]([C@H]([C@H]1[C@@]([C@H](C(C(C(O)=O)(O)O1)C(CO)=O)O)(N)CO)O)O